C(C)(C)(C)OC(=O)N1C(CC(C1)(C)C)=O 4,4-dimethyl-2-oxopyrrolidine-1-carboxylic acid tert-butyl ester